2-(8-Phenyl-1,4-dioxaspiro[4.5]decan-8-yl)acetic acid C1(=CC=CC=C1)C1(CCC2(OCCO2)CC1)CC(=O)O